[Cl-].C(C)C(COC(CC[N+]1=CC=C(C=C1)C)=O)CCCC 1-[3-[(2-Ethylhexyl)oxy]-3-oxopropyl]-4-methylpyridinium chloride